[5-(difluoromethyl)-1,3,4-thiadiazol-2-yl]-N-[1-(fluoromethyl)cyclopropyl]-2-oxo-1H-benzimidazole-5-sulfonamide FC(C1=NN=C(S1)N1C(NC2=C1C=CC(=C2)S(=O)(=O)NC2(CC2)CF)=O)F